3-(5-Chloropyrazin-2-yl)-3,6-diazabicyclo[3.1.1]Heptane ClC=1N=CC(=NC1)N1CC2NC(C1)C2